(Z)-8-chloro-6-methoxy-3,4-dihydronaphthalen-1(2H)-one O-methyl oxime CO\N=C/1\CCCC2=CC(=CC(=C12)Cl)OC